methylidyneammonium C#[NH+]